COC1(CN(C1)C1=C(C=C(C=N1)C=1C(=C(COC(NC(N)=N)=O)C=CC1)F)F)OC carbamimidoyl-carbamic acid 3-[6-(3,3-dimethoxyazetidin-1-yl)-5-fluoropyridin-3-yl]-2-fluorobenzyl ester